carbazoylbiphenyl C(NN)(=O)C1=C(C=CC=C1)C1=CC=CC=C1